2-[(1r,3s)-3-[(tert-butyldimethylsilyl)oxy]cyclobutyl]ethanamine [Si](C)(C)(C(C)(C)C)OC1CC(C1)CCN